1-[4-(dimethylamino)-6,7-dimethyl-1,3-dihydro-2H-pyrrolo[3,4-c]pyridin-2-yl]-2-[1-(pyridin-3-yl)azetidin-3-yl]ethanone CN(C1=NC(=C(C2=C1CN(C2)C(CC2CN(C2)C=2C=NC=CC2)=O)C)C)C